4-amino-5-chloro-N-(1-(3-fluorobenzyl)piperidin-4-yl)-2,3-dihydrobenzofuran-7-carboxamide NC1=C(C=C(C2=C1CCO2)C(=O)NC2CCN(CC2)CC2=CC(=CC=C2)F)Cl